2-((tert-butoxycarbonyl)amino)-2-cyclohexylacetic acid C(C)(C)(C)OC(=O)NC(C(=O)O)C1CCCCC1